C(C1=CC=CC=C1)OCC[C@@H]1CN(CC=2N1N=C(C2I)C2=CC=C(C=C2)F)C(=O)OC(C)(C)C |r| tert-butyl (7RS)-7-[2-(benzyloxy)ethyl]-2-(4-fluorophenyl)-3-iodo-6,7-dihydropyrazolo[1,5-a]pyrazine-5(4H)-carboxylate